[Sn](Cl)(Cl)Cl tin trichloride